4-(2-trimethylsilylethoxymethyl)-1,2,4-triazol-3-amine C[Si](CCOCN1C(=NN=C1)N)(C)C